CC(=CCCC=1CC2=C(C3=CC=C(C=C3C(=C2CC1)OC)Cl)OC(C=C)=O)C 2-(4-methyl-3-pentenyl)-6-chloro-9-acryloyloxy-10-methoxy-1,4-dihydroanthracene